ClCC(=O)N1CCC2(N(C(CS2)=O)CC2=CC=CC=C2)CC1 8-(2-chloroacetyl)-4-benzyl-1-thia-4,8-diazaspiro[4.5]decan-3-one